tert-Butyl((3S,6R)-6-((2-(5-(4-fluoro-2-(isopropyl((S)-tetrahydrofuran-3-yl)carbamoyl)phenoxy)pyrimidin-4-yl)-2,7-diazaspiro[3.5]nonan-7-yl)methyl)tetrahydro-2H-pyran-3-yl)carbamate C(C)(C)(C)OC(N[C@@H]1CO[C@H](CC1)CN1CCC2(CN(C2)C2=NC=NC=C2OC2=C(C=C(C=C2)F)C(N([C@@H]2COCC2)C(C)C)=O)CC1)=O